1-Benzyl-3-methylpyrrole-2,5-dione C(C1=CC=CC=C1)N1C(C(=CC1=O)C)=O